O=C1N(CCC(N1)=O)C=1C=C2C(=NC1)N(C=C2C)[C@H]2[C@H](CN(CC2)CC2CCN(CC2)C(=O)OC(C)(C)C)F tert-Butyl 4-(((3S,4R)-4-(5-(2,4-dioxotetrahydropyrimidin-1(2H)-yl)-3-methyl-1H-pyrrolo[2,3-b]pyridin-1-yl)-3-fluoropiperidin-1-yl)methyl)piperidine-1-carboxylate